FC1=CC=C(C=C1)C1=NC=2C(=NC(=CC2)N)N1C1=CC=NC=C1 2-(4-fluorophenyl)-3-(pyridin-4-yl)-3H-imidazo[4,5-b]pyridin-5-amine